2-Chloro-4-(trifluoromethyl)-6,7-dihydro-5H-cyclopenta[b]pyridine ClC1=CC(=C2C(=N1)CCC2)C(F)(F)F